C/C(=C/C(C)=O)/O[V](=O)O\C(=C/C(C)=O)\C bis[(Z)-1-methyl-3-oxo-but-1-enoxy]Oxo-vanadium